6,7-dimethoxy-9-(6-(methyl(2-(1-methyl-1H-indol-3-yl)ethyl)amino)pyridin-3-yl)naphtho[2,3-c]furan-1(3H)-one COC1=CC2=CC3=C(C(OC3)=O)C(=C2C=C1OC)C=1C=NC(=CC1)N(CCC1=CN(C2=CC=CC=C12)C)C